OC1=C(C=CC=C1)C(\C=C\C1=CC=C(C=C1)C)=O (E)-1-(2-hydroxyphenyl)-3-(4-methylphenyl)prop-2-en-1-one